FC1=CC=2N(C=C1)C(=CN2)C2=C1CNC(C1=C(C=C2)NC2=NC=C(C=C2)N2CC(CCC2)N2CCOCC2)=O 4-(7-fluoroimidazo[1,2-a]pyridin-3-yl)-7-[[5-(3-morpholino-1-piperidyl)-2-pyridyl]amino]isoindolin-1-one